[NH4+].P(=O)([O-])([O-])OCC=1C(=C(C(=NC1)C)O)CO.[NH4+] pyridoxine phosphate Ammonium Salt